5,5-dioxido-3-(trifluoromethyl)-6a,7,9,10-tetrahydropyrazino[1,2-d]pyrido[3,2-b][1,4]thiazin O=S1(C2=C(N3C(C1)CNCC3)N=CC(=C2)C(F)(F)F)=O